NC1=NC=NN2C1=C(C=C2C=2C=CC(=C(C(=O)N[C@@H]1CN(C[C@@H]1F)C(=O)C1CCC(CC1)(F)F)C2)CF)C(F)(F)F 5-[4-amino-5-(trifluoromethyl)pyrrolo[2,1-f][1,2,4]triazin-7-yl]-N-[(3R,4S)-1-(4,4-difluorocyclohexanecarbonyl)-4-fluoropyrrolidin-3-yl]-2-(fluoromethyl)benzamide